(5β,7β,20S)-7,21-dihydroxy-20-methyl-pregnan-3-one O[C@@H]1[C@H]2[C@@H]3CC[C@H]([C@@H](CO)C)[C@]3(CC[C@@H]2[C@]2(CCC(C[C@H]2C1)=O)C)C